1,6,9-trimethyl-5,6,6a,7-tetrahydroazuleno[5,4-b]furan-8(4H)-one CC=1C2=C(OC1)CCC(C1CC(C(=C12)C)=O)C